C(C1=CC=CC=C1)C(C(=O)C1=CC=C(C=C1)N1CCOCC1)(C(C)C)N(C)C 2-benzyl-methyl-2-dimethylamino-1-(4-morpholinophenyl)-1-butanone